(4-(4-(4-((2-amino-4-(butylamino)-5-oxopyrido[4,3-d]pyrimidin-6(5H)-yl)methyl)benzyl)piperazin-1-yl)butyl)phosphonic acid NC=1N=C(C2=C(N1)C=CN(C2=O)CC2=CC=C(CN1CCN(CC1)CCCCP(O)(O)=O)C=C2)NCCCC